(R)-1-([1,4'-bipiperidin]-3-yl)-3-(4-phenoxyphenyl)-1H-pyrazolo[3,4-d]pyrimidin-4-amine N1(C[C@@H](CCC1)N1N=C(C=2C1=NC=NC2N)C2=CC=C(C=C2)OC2=CC=CC=C2)C2CCNCC2